(3R)-1-(7-(5-ethyl-1H-benzo[f]indazol-4-yl)-8-fluoro-2-(((2R,7aR)-2-fluorotetrahydro-1H-pyrrolizin-7a(5H)-yl)methoxy)pyrido[4,3-d]pyrimidin-4-yl)-3-methylpiperidin-3-ol C(C)C1=CC=CC2=C1C(=C1C=NNC1=C2)C2=C(C=1N=C(N=C(C1C=N2)N2C[C@@](CCC2)(O)C)OC[C@@]21CCCN1C[C@@H](C2)F)F